ClC=1C2=C(N=CN1)N(C=C2B2OC(C(O2)(C)C)(C)C)C(CC)C=2N=NN(C2)C2=C(C=CC=C2)F 4-chloro-7-(1-(1-(2-fluorophenyl)-1H-1,2,3-triazol-4-yl)propyl)-5-(4,4,5,5-tetramethyl-1,3,2-dioxaborolan-2-yl)-7H-pyrrolo[2,3-d]pyrimidine